ClC=1C(=C(C=CC1)NC1=NC=NC2=CC(=C(C=C12)NC(\C=C\CN1CCOCC1)=O)C#C[C@@]12CNC([C@H]2C1)=O)F (E)-N-(4-((3-Chloro-2-fluorophenyl)amino)-7-(((1R,5S)-4-oxo-3-azabicyclo[3.1.0]hexan-1-yl)ethynyl)quinazolin-6-yl)-4-morpholinobut-2-enamide